C(C)OC([C@@H](C1=CC(=CC=C1)OC(F)(F)F)N[S@@](=O)C(C)(C)C)=O (R)-2-(((S)-tert-butylsulfinyl)amino)-2-(3-(trifluoromethoxy)phenyl)acetic acid ethyl ester